2-Methyl-1-(4-methylthiophenyl)-2-morpholino-1-propanone CC(C(=O)C1=CC=C(C=C1)SC)(C)N1CCOCC1